2-(1-((tert-butyldimethylsilyl)oxy)-2-fluoroethyl)pyridin-4-amine [Si](C)(C)(C(C)(C)C)OC(CF)C1=NC=CC(=C1)N